(2-hydroxypropyl)-2-furancarboxamide OC(CC1=C(OC=C1)C(=O)N)C